3-[(3-tert-butylisoxazol-5-yl)-hydroxy-methylene]6-chloro-5-[4-(3-hydroxycyclobutyl)phenyl]indolin-2-one C(C)(C)(C)C1=NOC(=C1)C(=C1C(NC2=CC(=C(C=C12)C1=CC=C(C=C1)C1CC(C1)O)Cl)=O)O